2-(4-(2-Oxotetrahydropyrimidin-1(2H)-yl)benzyl)malonic acid O=C1N(CCCN1)C1=CC=C(CC(C(=O)O)C(=O)O)C=C1